5-bromo-4-chloro-2-{spiro[2.4]hept-4-en-4-yl}aniline BrC=1C(=CC(=C(N)C1)C=1C2(CC2)CCC1)Cl